C(CC)NP(N)(N)=S N-(n-propyl)thiophosphoric acid triamide